COCCOC1=NNC=C1 3-(2-methoxyethoxy)-1H-pyrazole